COC=1C=NC=2C=CC(=C(C2N1)C#N)NC1=CC=C(C=C1)OCC1=CC=C(C=C1)OC 3-methoxy-6-((4-((4-methoxybenzyl)oxy)phenyl)amino)quinoxaline-5-carbonitrile